Aminoanilin NNC1=CC=CC=C1